3-(4-(imidazo[1,2-a]pyridin-2-ylmethoxy)-1-oxoisoindolin-2-yl)piperidine-2,6-dione N=1C(=CN2C1C=CC=C2)COC2=C1CN(C(C1=CC=C2)=O)C2C(NC(CC2)=O)=O